silanium [SiH5+]